diisobutyl-2,3-dichloro-maleic acid C(C(C)C)OC(\C(=C(/C(=O)OCC(C)C)\Cl)\Cl)=O